(R)-4-propenoyl-2-methylpiperazin C(C=C)(=O)N1C[C@H](NCC1)C